C(C1=CC=CC=C1)C(=C)C=C 2-benzyl-1,3-butadiene